C(C#CC)N1N=C2C(N(C(C=C2N2[C@H](CN([C@@H](C2)C)C(C)C=2C=C3N=C(C=NC3=CC2)C(F)F)C)=O)C)=C1 2-(but-2-yn-1-yl)-7-((2s,5r)-4-(1-(3-(difluoromethyl)quinoxalin-6-yl)ethyl)-2,5-dimethylpiperazin-1-yl)-4-methyl-2,4-dihydro-5H-pyrazolo[4,3-b]pyridin-5-one